N(=NC(C#N)(C)C)C(C#N)(C)C 2,2'-(1,2-diazenediyl)bis[2-methylpropanenitrile]